2-[5-[(1-ethylpiperidin-4-yl)(methyl)amino][1,3]thiazolo[5,4-d][1,3]thiazol-2-yl]-5-(1-methyl-1H-pyrazol-4-yl)phenol hydrochloride Cl.C(C)N1CCC(CC1)N(C=1SC2=C(N1)SC(=N2)C2=C(C=C(C=C2)C=2C=NN(C2)C)O)C